t-butyl [1,2,4]triazolo[1,5-a]pyridin-7-ylcarbamate N=1C=NN2C1C=C(C=C2)NC(OC(C)(C)C)=O